6-(4-t-Butoxycarbonylpiperazin-1-yl)pyridine-3-boronic acid pinacol ester C(C)(C)(C)OC(=O)N1CCN(CC1)C1=CC=C(C=N1)B1OC(C)(C)C(C)(C)O1